CC1=CC=C(C(=O)OC2=C(C(=CC(=C2)Cl)/C=N/C(C(C)C)O)O)C=C1 (E)-5-chloro-2-hydroxy-3-((1-hydroxy-2-methylpropylimino)-methyl)phenyl 4-meth-ylbenzoate